C(C)(C)N1N=C(C(=C1C)O)C1=CC=C(C=C1)S(=O)(=O)C(C)C 1-isopropyl-3-(4-(isopropylsulfonyl)phenyl)-5-methyl-pyrazole-4-ol